(E)-N-(4-((4-([1,2,4]triazolo[1,5-a]pyridin-7-yloxy)-2-methoxy-5-methylphenyl)amino)-5-chloroquinazolin-6-yl)-4-(dimethylamino)but-2-enamide N=1C=NN2C1C=C(C=C2)OC2=CC(=C(C=C2C)NC2=NC=NC1=CC=C(C(=C21)Cl)NC(\C=C\CN(C)C)=O)OC